C1(CC1)C(=O)NC=1C(=C(N=NC1)C(=O)NC([2H])([2H])[2H])NC1=C(C(=CC=C1)C1=NN(C=N1)C1CC1)OC (Cyclopropanecarboxamido)-4-((3-(1-cyclopropyl-1H-1,2,4-triazol-3-yl)-2-methoxyphenyl)amino)-N-(methyl-d3)pyridazine-3-carboxamide